3-(((7-(1H-Pyrazol-4-yl)-2,3-dihydrofuro[3,2-c]pyridin-4-yl)amino)methyl)-N-(5-methoxypyridin-2-yl)benzamid N1N=CC(=C1)C=1C2=C(C(=NC1)NCC=1C=C(C(=O)NC3=NC=C(C=C3)OC)C=CC1)CCO2